P(=O)([O-])([O-])[O-].[Sc+3] Scandium phosphat